(S)-3-(5-(6-(2-((5-Chloro-1-methyl-1H-pyrazol-4-yl)amino)pyrimidin-4-yl)pyridin-2-yl)-1,3,4-thiadiazol-2-yl)-3-hydroxy-1-methylpyrrolidin-2-one ClC1=C(C=NN1C)NC1=NC=CC(=N1)C1=CC=CC(=N1)C1=NN=C(S1)[C@]1(C(N(CC1)C)=O)O